CC=1C(=NC(=NC1)NC1=CC=C(C=C1)N1CCN(CC1)C)N1CCC2(CCNC2=O)CC1 8-(5-methyl-2-((4-(4-methylpiperazin-1-yl)phenyl)amino)pyrimidin-4-yl)-2,8-diazaspiro[4.5]decan-1-one